OC=1C(=NC=C(C1)C1=CC=C2C=CN=CC2=C1)C(=O)NCC(C(=O)O)(C)C 3-(3-Hydroxy-5-(isoquinolin-7-yl)pyridinecarboxamido)-2,2-dimethylpropionic acid